1-hexyl-glycerol C(CCCCC)OCC(O)CO